FC1=C(C=C(C=C1)O)C(=O)N1CC2(C1)CC(C2)C=2N(C(=CN2)C)C2=C(C=CC(=C2)F)C (2-fluoro-5-hydroxyphenyl){6-[1-(4-fluoro-2-tolyl)-5-methyl-2-imidazolyl]-2-aza-2-spiro[3.3]heptyl}methanone